2,4-difluorosulfolane FC1S(=O)(=O)CC(C1)F